C(#N)C1=NC2=CC(=CC(=C2N=C1N1CC2(CC[C@@H]2O)CCC1)[C@@H](C)NC1=C(C(=O)O)C=CC=C1)C 2-(((1R)-1-(2-cyano-3-((1S)-1-hydroxy-6-azaspiro[3.5]nonan-6-yl)-7-methylquinoxalin-5-yl)ethyl)amino)benzoic acid